C(CCCCCCCCC\C=C/CCCC)(=O)OC (Z)-methyl hexadec-11-enoate